C1(=CC=CC=C1)N(C1=CC=C(C=CC2=CC=C(C=C2)C2=C(C=CC=C2)P(C2=NC=CC=C2C)=O)C=C1)C1=CC=CC=C1 2-(4-(4-(diphenylamino)styryl)phenyl)(3-methylpyridin-2-yl)(phenyl)phosphine oxide